C(C)(C)(C)OC(=O)N1CC2C(C1)CC(C2)C2=CC(=CC=1CCOC12)NC1=NC(=CC(=N1)C)NC tert-butyl-5-[5-[[4-methyl-6-(methylamino)pyrimidin-2-yl]amino]-2,3-dihydrobenzofuran-7-yl]-3,3a,4,5,6,6a-hexahydro-1H-cyclopenta[c]pyrrole-2-carboxylate